[C@H]1(CCCC2=CC=CC=C12)C1CCCN2C(S1)CCC2C(=O)N ((R)-1,2,3,4-tetrahydronaphthalen-1-yl)octahydropyrrolo[2,1-b][1,3]thiazepine-7-carboxamide